[N+](=O)([O-])[C@@H]1[C@@H](OC2=CC=CC=C2C1)C1=C(C=CC=C1)C (2S,3S)-3-nitro-2-(o-tolyl)chroman